CC1NC(CN(C1)C(=O)OC(C)(C)C)C(=O)OC 1-(tert-butyl) 3-methyl 5-methylpiperazine-1,3-dicarboxylate